C(OC1=CC=C2C3=C1O[C@@H]1[C@]34CCN(C([C@@]4(CCC1=C)O)C2)CC2CC2)(OCCCCCCCCCCCCCCCCCCCC)=O (4aS,7aS,12bS)-3-(cyclopropylmethyl)-4a-hydroxy-7-methylene-2,3,4,4a,5,6,7,7a-octahydro-1H-4,12-methanobenzofuro[3,2-e]isoquinolin-9-yl eicosanyl carbonate